C(C)(C)(C)OC(=O)N1CCN(CC1)C1=C(C(=NC2=C(C=CC=C12)OC1=C(C=CC=2NC(=NC21)N)C)C2=C1CCN(CC1=CC=C2)C)C#N 4-(8-((2-amino-5-methyl-1H-benzo[d]imidazol-4-yl)oxy)-3-cyano-2-(2-methyl-1,2,3,4-tetrahydroisoquinolin-5-yl)quinolin-4-yl)piperazine-1-carboxylic acid tert-butyl ester